3-amino-4-(3-cyanophenyl)-butyric acid NC(CC(=O)O)CC1=CC(=CC=C1)C#N